IC1=NN(C=C1C=O)C 3-iodo-1-methyl-1H-pyrazole-4-carbaldehyde